COC(CC(CCCCCCCCC)NCCCN(C)C)=O.CN(CCCN(S(=O)(=O)CCCCCCCCCCC)C(CC(=O)OC)CCCCCCCCC)C methyl 3-{N-[3-(dimethylamino)propyl]undecane-1-sulfonamido}dodecanoate Methyl-3-{[3-(dimethylamino)propyl]amino}dodecanoate